2,3-dimethyl-6-phytyl-1,4-benzoquinone CC=1C(C(=CC(C1C)=O)C\C=C(/C)\CCC[C@H](C)CCC[C@H](C)CCCC(C)C)=O